NC1=NC(=C(C(=N1)N[C@H](CCO)CCC)CC1=CC=C(CN(CCNC(OCCCC)=O)C)C=C1)C (S)-Butyl (2-((4-((2-amino-4-((1-hydroxyhexan-3-yl)amino)-6-methylpyrimidin-5-yl)methyl)benzyl) (methyl)amino)ethyl)carbamate